(1,2,4-tri-n-propyl-cyclopentadienyl)tris(dimethylamino)hafnium C(CC)C1(C(=CC(=C1)CCC)CCC)[Hf](N(C)C)(N(C)C)N(C)C